cesium strontium aluminum arsenate sulfate S(=O)(=O)([O-])[O-].[As]([O-])([O-])([O-])=O.[Al+3].[Sr+2].[Cs+]